ClC=1C=C(C=CC1)C1=C(C(=CC=C1)C[C@@H]1N(CC([C@@H]1NS(=O)(=O)CC)(F)F)C(C(C)(C)O)=O)F N-[(2S,3R)-2-[(3'-chloro-2-fluoro[1,1'-biphenyl]-3-yl)methyl]-4,4-difluoro-1-(2-hydroxy-2-methylpropanoyl)pyrrolidin-3-yl]ethanesulfonamide